ClC(C(=O)C1=CC=C(C=C1)N1CCOCC1)CC 2-chloro-1-(4-morpholinophenyl)-1-butanone